C[N+](CCCS(=O)(=O)O)(C)CCC[Si](O)(O)O N,N-dimethyl-(trihydroxysilyl)propyl-N-sulfopropyl-ammonium